(s)-1-(4-(5-chloropyrimidin-2-yl)piperazin-1-yl)-3-(1-hydroxybutan-2-yloxy)propan-1-one ClC=1C=NC(=NC1)N1CCN(CC1)C(CCO[C@H](CO)CC)=O